C1(CC1)OC=1C=C(C(=O)O)C=CC1N(C(CN(S(=O)(=O)C1=C(C(=C(C(=C1F)F)F)F)F)CC1=C(C=C(C=C1F)F)F)=O)CC1=CC(=CC(=C1)C1CC1)C1CC1 3-cyclopropoxy-4-(N-(3,5-dicyclopropylbenzyl)-2-(N-(2,4,6-trifluorobenzyl)-(2,3,4,5,6-pentafluoro-phenyl)sulfonamido)acetamido)benzoic acid